CC1=C(C(=CC=C1)C)C=1N=C2NS(C3=CC=CC(C(N4[C@@H](CNC[C@@H](OC(C1)=N2)C4)CC(C)C)=O)=C3)(=O)=O (16R,20R)-12-(2,6-Dimethylphenyl)-20-(2-methylpropyl)-15-oxa-8λ6-thia-1,9,11,18,22-pentaazatetracyclo[14.4.1.13,7.110,14]tricosa-3(23),4,6,10,12,14(22)-hexaene-2,8,8-trione